COC=1C(=NC=C(N1)CC(C)C)C(CCC)C 3-methoxy-2-(1-methylbutyl)-5-(2-methylpropyl)pyrazine